1-(4-(pyridin-2-ylmethyl)-3,4-dihydroquinoxalin-1(2H)-yl)-3-(pyrrolidin-1-yl)propan-1-one di-oxalic acid salt C(C(=O)O)(=O)O.C(C(=O)O)(=O)O.N1=C(C=CC=C1)CN1CCN(C2=CC=CC=C12)C(CCN1CCCC1)=O